N-(4-(5-cyanopyridin-3-yl)phenyl)-2-(2-(cyclopropanesulfonamido)thiazol-4-yl)-N-methylbutanamide C(#N)C=1C=C(C=NC1)C1=CC=C(C=C1)N(C(C(CC)C=1N=C(SC1)NS(=O)(=O)C1CC1)=O)C